diacetyl-amide sodium diacetate C(C)(=O)O.C(C)(=O)O.[Na+].C(C)(=O)[N-]C(C)=O